ClC1=C(C=CC=C1)C1=CC(OC2=CC(=CC=C12)OC(C(=O)N1C[C@@H](CCC1)C(=O)O)C)=O (3R)-1-[2-[4-(2-chlorophenyl)-2-oxo-chromen-7-yl]oxypropionyl]piperidine-3-carboxylic acid